CON1CCC2C1CNC2 methoxyoctahydropyrrolo[2,3-c]pyrrol